N-(5-cyano-4-isopropoxypyridin-2-yl)-6-formyl-2,3-dihydro-1H-pyrrolo[2,3-b]pyridine C(#N)C=1C(=CC(=NC1)N1CCC=2C1=NC(=CC2)C=O)OC(C)C